COCN1C(=NC2=C1C=CC=C2)CO (1-(methoxymethyl)-1H-benzo[d]imidazol-2-yl)methanol